2-((3-methoxy-2,2-dimethyl-3-oxopropyl)(methyl)amino)thiazole-5-carboxylic acid COC(C(CN(C=1SC(=CN1)C(=O)O)C)(C)C)=O